BrC=1C=C2C(=NC1C(=O)OC)N(C=C2)C methyl 5-bromo-1-methyl-1H-pyrrolo[2,3-b]pyridine-6-carboxylate